N-(3-((3-(9H-purin-6-yl)pyridin-2-yl)amino)-4-methylphenyl)-4-chloro-3-ethynylbenzamide N1=CN=C2NC=NC2=C1C=1C(=NC=CC1)NC=1C=C(C=CC1C)NC(C1=CC(=C(C=C1)Cl)C#C)=O